(±)-(E)-6-bromo-3-((((R)-4-methyl-5-oxo-2,5-dihydrofuran-2-yl)oxy)methylene)-3,3a,4,8b-tetrahydro-2H-indeno[1,2-b]furan-2-one BrC=1C=C2CC\3C(OC(/C3=C/O[C@@H]3OC(C(=C3)C)=O)=O)C2=CC1